(aminomethyl)-1-(2-cyanoethyl)-N,N-dimethyl-1H-pyrazole-5-carboxamide NCC1=NN(C(=C1)C(=O)N(C)C)CCC#N